C(C)(C)(C)OC(NC1CCC(CC1)CC(=O)N1CCN(CC1)C1=C(C(=CC=C1)Cl)Cl)=O (4-{2-[4-(2,3-dichloro-phenyl)-piperazin-1-yl]-2-oxo-ethyl}-cyclohexyl)-carbamic acid tert-butyl ester